methyl (1R,3S,4aR,4bS,6R,8R,8aR,10aR)-3-acetoxy-8-ethynyl-6-(furan-3-yl)-8-hydroxy-10a-methyl-4-oxotetradecahydrophenanthrene-1-carboxylate C(C)(=O)O[C@H]1C[C@H]([C@@]2(CC[C@H]3[C@@](C[C@@H](C[C@@H]3[C@H]2C1=O)C1=COC=C1)(O)C#C)C)C(=O)OC